trihydroxysilicon O[Si](O)O